FC=1C(=NC2=CC=CC=C2C1)CC(=O)N (3-fluoroquinolin-yl)acetamide